OC1CCN(CC1)C1=CC=C(C=C1)NC(=O)C=1C=CC(=C(C1)NC(=O)C1=CN=CN1C)C N-(5-{[4-(4-hydroxypiperidin-1-yl)phenyl]carbamoyl}-2-methylphenyl)-1-methyl-1H-imidazole-5-carboxamide